5-benzyl-N-(3,6-dimethyl-9H-xanthen-9-yl)-2-oxo-6-(trifluoromethyl)-1,2-dihydropyridine-3-carboxamide C(C1=CC=CC=C1)C=1C=C(C(NC1C(F)(F)F)=O)C(=O)NC1C2=CC=C(C=C2OC=2C=C(C=CC12)C)C